C(C1=CC=CC=C1)N1CCN([C@@H]([C@@H](C1)O)CC(C)C)C(=O)OC(C)(C)C tert-butyl (6R,7R)-4-benzyl-6-hydroxy-7-isobutyl-1,4-diazepane-1-carboxylate